7-bromo-2-chloro-4-(cyclopentyloxy)imidazo[2,1-f][1,2,4]triazine BrC1=CN=C2C(=NC(=NN21)Cl)OC2CCCC2